C(C=C)OC1=C(C=CC(=C1)F)N1CN(C(C2=CC=C(C=C12)C(F)(F)F)=O)C=1C(=NC(=CC1)OC)CCC=C 1-(2-(allyloxy)-4-fluorophenyl)-3-(2-(but-3-en-1-yl)-6-methoxypyridin-3-yl)-7-(trifluoromethyl)-2,3-dihydro-quinazolin-4(1H)-one